methyl 2-(3-chloro-4-methyl-6,7-dihydro-5H-pyrido[2,3-c]pyridazin-8-yl)-5-[3-[4-[3-(ethylamino)-3-methyl-but-1-ynyl]-2-fluoro-phenoxy]propyl]thiazole-4-carboxylate ClC1=C(C2=C(N=N1)N(CCC2)C=2SC(=C(N2)C(=O)OC)CCCOC2=C(C=C(C=C2)C#CC(C)(C)NCC)F)C